diphenyl-N,N'-bis(4-methoxyphenyl)-4,4'-diaminobiphenyl C1(=CC=CC=C1)C=1C(=C(C=CC1NC1=CC=C(C=C1)OC)C1=CC=C(C=C1)NC1=CC=C(C=C1)OC)C1=CC=CC=C1